C(CCCCCCC\C=C/CCCCCCCC)OC(C(=O)O)COCCCCCCCC\C=C/CCCCCCCC 2,3-bis[(Z)-octadec-9-enoxy]Propionic acid